2-{7-[(1r,2r,3s,5s)-2-fluoro-8-azabicyclo[3.2.1]oct-3-yl]-7H-pyrrolo[2,3-c]pyridazin-3-yl}-5-(1H-1,2,3-triazol-1-yl)phenol F[C@@H]1[C@H]2CC[C@@H](C[C@@H]1N1C=CC3=C1N=NC(=C3)C3=C(C=C(C=C3)N3N=NC=C3)O)N2